1'-amino-1-(6-amino-5-((2-amino-3-chloropyridin-4-yl)thio)pyrazin-2-yl)tetrahydro-1'H,3'H-spiro[piperidine-4,2'-pyrrolizin]-3'-one NC1C2(C(N3CCCC13)=O)CCN(CC2)C2=NC(=C(N=C2)SC2=C(C(=NC=C2)N)Cl)N